2-(2-chlorophenyl)-N-((4R,5S,7R,8R,9S,10R)-8,10-dihydroxy-7-(hydroxymethyl)-9-(4-(3,4,5-trifluorophenyl)-1H-1,2,3-triazol-1-yl)-1,6-dioxaspiro[4.5]dec-4-yl)acetamide ClC1=C(C=CC=C1)CC(=O)N[C@@H]1CCO[C@]12O[C@@H]([C@@H]([C@@H]([C@H]2O)N2N=NC(=C2)C2=CC(=C(C(=C2)F)F)F)O)CO